O=C1N(CC2=CC(=CC=C12)O[C@@H]1[C@H](CCCCC1)N1CC(C1)C1=CC=CC=C1)C1C(NC(CC1)=O)=O 3-(1-oxo-5-(((1S,2S)-2-(3-phenylazetidin-1-yl)cycloheptyl)oxy)isoindolin-2-yl)piperidine-2,6-dione